(2S,4R)-4-hydroxy-1-[2-[3-(3-hydroxypropyl)-1,2-oxazol-5-yl]-3-methylbutanoyl]-N-[[4-(4-methyl-1,3-thiazol-5-yl)phenyl]methyl]pyrrolidine-2-carboxamide O[C@@H]1C[C@H](N(C1)C(C(C(C)C)C1=CC(=NO1)CCCO)=O)C(=O)NCC1=CC=C(C=C1)C1=C(N=CS1)C